2-[[(tert-butyldimethylsilyl)oxy]methyl]-4-fluorooxolane-2-carboxamide [Si](C)(C)(C(C)(C)C)OCC1(OCC(C1)F)C(=O)N